C(#N)C=1C=C(C=NC1N1N=CC=N1)NC(=O)C=1C=NN(C1C(F)(F)F)C=1C=2N(C=CC1)C=CN2 N-(5-Cyano-6-(2H-1,2,3-triazol-2-yl)pyridin-3-yl)-1-(imidazo[1,2-a]pyridin-8-yl)-5-(trifluoromethyl)-1H-pyrazol-4-carboxamid